(2R,5S,13aR)-8-methoxy-7,9-dioxo-2,3,4,5,7,9,13,13a-octahydro-2,5-methanopyrido[1',2':4,5]pyrazino[2,1-b][1,3]oxazepin-10-carboxylic acid COC=1C(C(=CN2C[C@H]3O[C@@H]4CC[C@H](N3C(C21)=O)C4)C(=O)O)=O